Pentafluoropyridin-N-Oxid FC1=C(C(=C(C(=[N+]1[O-])F)F)F)F